2',4'-Difluoro-3-hydroxy-biphenyl-4-carboxylic acid 3-(2-dimethylaminomethyl-1-hydroxycyclohexyl)-phenyl ester CN(C)CC1C(CCCC1)(O)C=1C=C(C=CC1)OC(=O)C1=C(C=C(C=C1)C1=C(C=C(C=C1)F)F)O